(1-(4,5-dimethyl-6-oxo-1,6-dihydropyrimidin-2-yl)-3-methyl-1H-pyrazol-5-yl)-4-methoxybenzamide CC=1N=C(NC(C1C)=O)N1N=C(C=C1C1=C(C(=O)N)C=CC(=C1)OC)C